OC(C(=N)C1=C(C=C(C=C1)Cl)Cl)N1C=NC=C1 oxyl-1-(2,4-dichlorophenyl)-2-(1H-imidazol-1-yl)ethanimine